5-chloro-3-fluoro-2-((4-methyl-5-(4,4,5,5-tetramethyl-1,3,2-dioxaborolan-2-yl)pyridin-3-yl)oxy)pyridine ClC=1C=C(C(=NC1)OC=1C=NC=C(C1C)B1OC(C(O1)(C)C)(C)C)F